(S)-3-((7-((tert-butoxycarbonyl)(4-(pyridin-2-yl)benzyl)amino)-3-cyclopropylpyrazolo[1,5-a]pyrimidin-5-yl)oxy)piperidine-1-carboxylic acid tert-butyl ester C(C)(C)(C)OC(=O)N1C[C@H](CCC1)OC1=NC=2N(C(=C1)N(CC1=CC=C(C=C1)C1=NC=CC=C1)C(=O)OC(C)(C)C)N=CC2C2CC2